CNC(COC(C(=C)C)=O)NC 2,2-dimethylaminoethylmethacrylate